BrC=1C(=C(C(=O)C2CCC3N(CC4=CC=CC=C34)C2=O)C=C(C1)C)O 3-(3-bromo-2-hydroxy-5-methylbenzoyl)-2,3,6,10b-tetrahydropyrido[2,1-a]isoindol-4(1H)-one